tert-butyl (R) and (S)-4-((7-(1-methyl-1H-pyrazol-4-yl)imidazo[1,2-c]pyrimidin-5-yl)oxy)azepane-1-carboxylate CN1N=CC(=C1)C1=CC=2N(C(=N1)O[C@H]1CCN(CCC1)C(=O)OC(C)(C)C)C=CN2 |r|